FC=1C=C2C(=C(\C(\C2=C(C1)F)=C/C1=CC(=CC=C1)COC1=CC=CC=C1)C)CC(=O)O (E)-2-(5,7-Difluoro-2-methyl-1-(3-(phenoxymethyl)benzylidene)-1H-inden-3-yl)-acetic acid